3-cyclopropyl-4-(4-cyclopropylsulfonyl-2-fluoro-5-methyl-phenyl)-1H-pyrazolo[3,4-c]pyridine-5-carboxylic acid C1(CC1)C1=NNC2=CN=C(C(=C21)C2=C(C=C(C(=C2)C)S(=O)(=O)C2CC2)F)C(=O)O